C12COCC(N1C(=O)N1C(C(NC3=C(C1)C=CC=C3)=O)C(C)CC)C2 4-(3-oxa-6-azabicyclo[3.1.1]heptane-6-carbonyl)-3-(sec-butyl)-1,3,4,5-tetrahydro-2H-benzo[1,4]diazepin-2-one